2-mercaptopropylmethyldimethoxysilane SC(C[Si](OC)(OC)C)C